2-amino-6-(2-thienyl)purine NC1=NC(=C2NC=NC2=N1)C=1SC=CC1